2-cyclopropyl-6-nitro-1,2,3,4-tetrahydroisoquinoline C1(CC1)N1CC2=CC=C(C=C2CC1)[N+](=O)[O-]